CC(CC(=O)O)(CC)C 3,3-dimethyl-pentanic acid